OC=1C=C(C=CC1)C1C(=C(NC=2CC(CC(C12)=O)C1=C(C=CC=C1)OC)C)C(=O)OC1COC2OCCC21 hexahydrofuro[2,3-b]furan-3-yl 4-(3-hydroxyphenyl)-7-(2-methoxyphenyl)-2-methyl-5-oxo-1,4,5,6,7,8-hexahydroquinoline-3-carboxylate